3-aminomethyl-3,5,5-trimethylcyclohexane NCC1(CCCC(C1)(C)C)C